C(C1=CC=CC=C1)OC(=O)N1CCC(CC1)N1CC2(C1)CCN(CC2)C(=O)OC(C)(C)C tert-butyl 2-(1-((benzyloxy) carbonyl) piperidin-4-yl)-2,7-diazaspiro[3.5]nonane-7-carboxylate